BrC=1C(=NN2C1COCC21CC1)C1=CC=C(C=C1)F 3'-Bromo-2'-(4-fluorophenyl)-4'H,6'H-spiro[cyclopropane-1,7'-pyrazolo[5,1-c][1,4]oxazine]